CO[Si](CCCCCCC(C1=NN=NN1)C1=NN=NN1)(OC)OC 1-[6-(trimethoxysilyl)hexyl]-5,5'-methylenebis(1,2,3,4-tetrazole)